1-(4-((3-methoxypyrrolidin-1-yl)methyl)phenyl)ethan-1-one (±)-3-butyn-2-yl-thiophosphorodichloridate C[C@H](C#C)OP(=S)(Cl)Cl.COC1CN(CC1)CC1=CC=C(C=C1)C(C)=O |r|